S1SPC1 dithiaphosphetane